ClC=1C(=C(C(=CC1)C(F)F)C1=[N+](C=CC=C1)[O-])F 3-chloro-6-(difluoromethyl)-2-fluorophenyl-pyridine 1-oxide